butyl 2-(4-amino-7-(tert-butoxycarbonylamino)-9H-pyrimido[4,5-b]indol-9-yl)acetate NC1=NC=NC=2N(C3=CC(=CC=C3C21)NC(=O)OC(C)(C)C)CC(=O)OCCCC